N[C@@H](CCC(=O)N([C@@H](CS=O)C(=O)O)C(C)=O)C(=O)O gamma-glutamyl-acetylcysteine S-oxide